NCCONCCC[Si](OC)(OC)OC N-(beta-aminoethoxy)-gamma-aminopropyltrimethoxysilane